N(=[N+]=[N-])[C@@H]1C[C@H](N(C1)C(=O)OC(C)(C)C)C(N(C)C)=O tert-butyl (2S,4R)-4-azido-2-(dimethylcarbamoyl)pyrrolidine-1-carboxylate